COC=1C=C(C=C(C1OC)OC)N1C=NC(=C1)NC1=C2C(=NC(=N1)N1[C@@H](CCC1)CO)NN=C2 (S)-(1-(4-((1-(3,4,5-trimethoxyphenyl)-1H-imidazol-4-yl)amino)-1H-pyrazolo[3,4-d]pyrimidin-6-yl)pyrrolidin-2-yl)methanol